diethyl 4-((1,3-dioxoisoindolin-2-yl)methyl)-2,6-dimethyl-1,4-dihydropyridine-3,5-dicarboxylate O=C1N(C(C2=CC=CC=C12)=O)CC1C(=C(NC(=C1C(=O)OCC)C)C)C(=O)OCC